FC1(CCC(CC1)C1=NC2=C(N1CCOCC)C=C(C=C2)C=2C=C(C(N(C2)C)=O)C)F 5-(2-(4,4-difluorocyclohexyl)-1-(2-ethoxyethyl)-1H-benzo[d]imidazol-6-yl)-1,3-dimethylpyridin-2(1H)-one